ClC1=C(C(=CC(=C1N1CCC(CC1)(F)F)Cl)N)N 3,5-dichloro-4-(4,4-difluoropiperidin-1-yl)benzene-1,2-diamine